FC=1C=C(C(=O)NC)C=CC1N1CCNCC1 3-fluoro-N-methyl-4-(piperazin-1-yl)benzamide